methyl-2,5-dioxo-1H-pyrrole-1-propionitrile CC=1C(N(C(C1)=O)CCC#N)=O